BrC=1C2=C(SC1)C=C(C(=C2)OC)C#N 3-bromo-5-methoxybenzo[b]Thiophene-6-carbonitrile